eicosan CCCCCCCCCCCCCCCCCCCC